BrC=1C=C(C=2N(C1)C=C(N2)C(=O)N2C[C@H]([C@@]1(CC2)NCC2=CC=CC=C2C1)O)[C@H](C)OC (6-bromo-8-((S)-1-methoxyethyl)imidazo[1,2-a]Pyridin-2-yl)((3R,3'R)-3'-hydroxy-1,4-dihydro-2H-spiro[isoquinoline-3,4'-piperidine]-1'-yl)methanone